5-(5-(5-(Difluoromethyl)-1,3,4-oxadiazol-2-yl)thiazol-2-yl)-N-ethyl-2,5-diazabicyclo[2.2.1]heptane-2-carboxamide FC(C1=NN=C(O1)C1=CN=C(S1)N1C2CN(C(C1)C2)C(=O)NCC)F